C(\C=C\C1=CC(OC)=C(O)C=C1)(=O)N(CCCCN)C(\C=C\C1=CC(OC)=C(O)C=C1)=O Diferuloyl-putrescine